C(C1=CC=CC=C1)NC1CCC(CC1)(C)NC(OC(C)(C)C)=O tert-butyl (4-(benzylamino)-1-methylcyclohexyl)carbamate